N1C=NC2=C1C=CC(=C2)C=2C=C(C(=O)NC1=CC(=C(C=C1)CN1CCN(CC1)C)C(F)(F)F)C=CC2C 3-(1H-benzo[d]imidazol-5-yl)-4-methyl-N-(4-((4-methylpiperazin-1-yl)methyl)-3-(trifluoromethyl)phenyl)benzamide